1-[(4-chlorophenyl)methyl]-4-[(1-hydroxy-3-methoxy-3-methylbutan-2-yl)amino]-7-(morpholin-4-yl)pyrido[3,2-d]pyrimidin-2(1H)-one ClC1=CC=C(C=C1)CN1C(N=C(C2=C1C=C(C=N2)N2CCOCC2)NC(CO)C(C)(C)OC)=O